FC(COC=1C=C(C(=NC1)C=1OC2=C(N1)C=C(C=C2)CCN=S(C(F)(F)F)=O)S(=O)(=O)CC)(C)F [2-[5-(2,2-Difluoropropoxy)-3-ethylsulfonyl-2-pyridyl]-1,3-benzoxazol-5-yl]ethyliminooxo(trifluoromethyl)-λ6-sulfan